CC1=C(C(=CC=C1)C)NCCCNC1=C(C=CC=C1C)C N,N'-bis(2',6'-dimethylphenyl)-1,3-propanediamine